(S)-5-Chloro-N-(4-(piperidin-3-yl)-phenyl)-picolinamid ClC=1C=CC(=NC1)C(=O)NC1=CC=C(C=C1)[C@H]1CNCCC1